C(CC)N(C(=O)C1=C(C=O)C=CC=C1)CCC 2-(dipropylaminocarbonyl)benzaldehyde